2-(2-(1H-tetrazol-1-yl)pyridin-4-yl)thiazole-5-carboxylic acid N1(N=NN=C1)C1=NC=CC(=C1)C=1SC(=CN1)C(=O)O